N-(4-chlorophenyl)-5-[4-cyano-5-methoxy-2-[(3S)-3-(morpholinomethyl)-3,4-dihydro-1H-isoquinoline-2-carbonyl]phenyl]-N-[(2-cyanophenyl)methyl]-1,2-dimethyl-pyrrole-3-carboxamide ClC1=CC=C(C=C1)N(C(=O)C1=C(N(C(=C1)C1=C(C=C(C(=C1)OC)C#N)C(=O)N1CC2=CC=CC=C2C[C@H]1CN1CCOCC1)C)C)CC1=C(C=CC=C1)C#N